3(R)-[[[3-Cyano-2-(2-furyl)pyrazolo[1,5-a]pyrimidin-5-yl]amino]methyl]piperidine-1-carboxylate C(#N)C=1C(=NN2C1N=C(C=C2)NC[C@@H]2CN(CCC2)C(=O)[O-])C=2OC=CC2